C(C)(C)(C)OC(=O)N[C@@H](CC(C)C)C1C(C1)CC(=O)N 2-(2-((S)-1-(tert-butoxycarbonylamino)-3-methylbutyl)cyclopropyl)acetamide